chloro(bromo)acetophenone ClC(C(=O)C1=CC=CC=C1)Br